OCCOC1=C(OCC(=O)OCC)C=CC=C1 ethyl 2-(2-(2-hydroxyethoxy)phenoxy)acetate